tert-butyl 4-(3-(4-(1-(4-cyano-3-cyclopropyl-phenyl)piperidin-4-yl)phenoxy)propyl)piperazine-1-carboxylate C(#N)C1=C(C=C(C=C1)N1CCC(CC1)C1=CC=C(OCCCN2CCN(CC2)C(=O)OC(C)(C)C)C=C1)C1CC1